Methyl (S)-4-(morpholine-4-carbonyl)-3-(4-(trifluoromethyl)phenyl)-2,3,4,5-tetrahydrobenzo[f][1,4]oxazepine-8-carboxylate N1(CCOCC1)C(=O)N1[C@H](COC2=C(C1)C=CC(=C2)C(=O)OC)C2=CC=C(C=C2)C(F)(F)F